4-((2S,5R)-4-(1-(4-((4,4-difluoropiperidin-1-yl)methyl)phenyl)ethyl)-2,5-diethylpiperazin-1-yl)-1-methyl-2-oxo-1,2-dihydropyrido[3,2-d]pyrimidine-6-carbonitrile FC1(CCN(CC1)CC1=CC=C(C=C1)C(C)N1C[C@@H](N(C[C@H]1CC)C=1C2=C(N(C(N1)=O)C)C=CC(=N2)C#N)CC)F